(S)-2-(6-ethoxy-4-(1-((4-methyl-4H-1,2,4-triazol-3-yl)methyl)cyclobutyl)pyridin-2-yl)-6-((2-isopropyl-4-methylpiperazin-1-yl)methyl)-4-(trifluoromethyl)isoindolin-1-one C(C)OC1=CC(=CC(=N1)N1C(C2=CC(=CC(=C2C1)C(F)(F)F)CN1[C@H](CN(CC1)C)C(C)C)=O)C1(CCC1)CC1=NN=CN1C